C(CCCCCCC\C=C/C\C=C/CCCCC)(=O)OCC(COC(CCC(OCCCC\C=C/CC)OCCCC\C=C/CC)=O)COC(=O)OCC1CN(CCC1)CC 3-((4,4-bis(((Z)-oct-5-en-1-yl)oxy)butanoyl)oxy)-2-(((((1-ethylpiperidin-3-yl)methoxy)carbonyl)oxy)methyl)propyl (9Z,12Z)-octadeca-9,12-dienoate